ClCC\C=C/CCCC(OCC)OCC (3Z)-1-chloro-8,8-diethoxy-3-octene